methyl 2-(ortho-(2,5-dimethylphenyloxymethylene)-phenyl)-3-methoxyacrylate CC1=C(C=C(C=C1)C)OC=C1C(C=CC=C1)C(C(=O)OC)=COC